C1(CC1)N1N=CC(=C1)C1=NN2C(O[C@@H](CC2)C)=C1C(=O)N[C@@H]1C(NC2=C(C(=N1)C1=CC=CC=C1)C=CC=C2)=O (5R)-2-(1-Cyclopropylpyrazol-4-yl)-5-methyl-N-[(3S)-2-oxo-5-phenyl-1,3-dihydro-1,4-benzodiazepin-3-yl]-6,7-dihydro-5H-pyrazolo[5,1-b][1,3]oxazine-3-carboxamide